CC1=C(C(=CC=C1)C)C1=NC(=NC(=C1)OC[C@@H](CC1(CC1)C)NCC=1N=C2C(=NC1)OC(=C2C(F)(F)F)C(C)C)NS(=O)(=O)C=2C=C(C(=O)O)C=CC2 3-[[4-(2,6-dimethylphenyl)-6-[(2R)-2-[[6-isopropyl-7-(trifluoromethyl)furo[2,3-b]pyrazin-2-yl]methylamino]-3-(1-methylcyclopropyl)propoxy]pyrimidin-2-yl]sulfamoyl]benzoic acid